(3S)-3-(5-bromo-1-(4-chlorophenyl)-1-((1-(hydroxymethyl)cyclopropyl)methoxy)-3-oxoisoindolin-2-yl)-3-(4-chlorophenyl)propanoic acid Ethyl ester C(C)OC(C[C@@H](C1=CC=C(C=C1)Cl)N1C(C2=CC=C(C=C2C1=O)Br)(OCC1(CC1)CO)C1=CC=C(C=C1)Cl)=O